(R)-4-(4-chlorophenyl)-1-(1-phenylallyl)piperidin-4-ol ClC1=CC=C(C=C1)C1(CCN(CC1)[C@H](C=C)C1=CC=CC=C1)O